CC1=CC=C(OCC(CC=C)ON=C(C)C=2C(CC(CC2O)C)=O)C=C1 2-{1-[1-(4-methyl-phenoxymethyl)-but-3-enyloxyimino]-ethyl}-3-hydroxy-5-methyl-cyclohex-2-enone